Methyl 8-(4-hydroxyphenoxy)-1-methyl-imidazo[1,5-a]pyridine-6-carboxylate Methyl-8-(4-hydroxyphenoxy)-1-methyl-imidazo[1,5-a]pyridine-6-carboxylate COC(=O)C=1C=C(C=2N(C1)C=NC2C)OC2=CC=C(C=C2)O.OC2=CC=C(OC=1C=3N(C=C(C1)C(=O)OC)C=NC3C)C=C2